BrC1=C(C=C(C=C1)[C@@H]1[C@@H](C1)C(=O)O)OC (1R,2S)-2-(4-bromo-3-methoxyphenyl)cyclopropane-1-carboxylic acid